N-(5-(2,6-diazaspiro[3.3]heptan-2-yl)pyridin-2-yl)-8-bromoquinazolin-2-amine C1N(CC12CNC2)C=2C=CC(=NC2)NC2=NC1=C(C=CC=C1C=N2)Br